(1S,5R)-1-(1,1-difluoroethyl)-3-(3,3-dimethyl-2-(2,2,2-trifluoroacetamido)butanoyl)-6,6-dimethyl-3-azabicyclo[3.1.0]Hexane-2-carboxylic acid FC(C)(F)[C@]12C(N(C[C@@H]2C1(C)C)C(C(C(C)(C)C)NC(C(F)(F)F)=O)=O)C(=O)O